((6-(difluoromethoxy)-2-(4''-((3-(dimethylamino)pyrrolidin-1-yl)methyl)-2,2'-dimethyl-[1,1':3',1''-terphenyl]-3-yl)benzo[d]oxazol-5-yl)methyl)-L-proline FC(OC1=CC2=C(N=C(O2)C=2C(=C(C=CC2)C2=C(C(=CC=C2)C2=CC=C(C=C2)CN2CC(CC2)N(C)C)C)C)C=C1CN1[C@@H](CCC1)C(=O)O)F